(S)-N-(1-methoxypropan-2-yl)-5-(quinazolin-6-yl)-7H-pyrrolo[2,3-d]pyrimidin-2-amine COC[C@H](C)NC=1N=CC2=C(N1)NC=C2C=2C=C1C=NC=NC1=CC2